[Na+].O1CC(CC1)C1=C(C=CC=C1)CS(=O)(=O)[O-] (2-(tetrahydrofuran-3-yl)phenyl)methanesulfonic acid sodium salt